C1(CC1)C1=C(C=C(C=C1)NC1=NC=2N(C(=C1)NC1=NC=C(C=C1)CN(C)C)N=CC2C#N)CS(=O)(=O)C 5-((4-Cyclopropyl-3-((methylsulfonyl)methyl)phenyl)amino)-7-((5-((dimethylamino)methyl)pyridin-2-yl)amino)pyrazolo[1,5-a]pyrimidin-3-carbonitril